FC1=CC=C(C=C1)C=1C(=CC2=CN(N=C2C1)CCN1CCOCC1)NC(=O)C=1N=C(SC1)C=1C(=NC=CC1)F N-(6-(4-fluorophenyl)-2-(2-morpholinoethyl)-2H-indazol-5-yl)-2-(2-fluoropyridin-3-yl)thiazole-4-carboxamide